N-((R)-1-(3-(difluoromethyl)-2-fluorophenyl)ethyl)-1-(1-(difluoromethyl)cyclopropyl)-4-(((S)-4-fluoroquinuclidin-3-yl)amino)-6-oxo-1,6-dihydropyridine-3-carboxamide FC(C=1C(=C(C=CC1)[C@@H](C)NC(=O)C1=CN(C(C=C1N[C@H]1CN2CCC1(CC2)F)=O)C2(CC2)C(F)F)F)F